(S)-epoxyoctadecatrienoic acid C1=C(C=CC=CCCCCCCCCCCCC(=O)O)O1